tert-butyl 3-(((S)-1-(4-((4-cyclopropyl-1,5-naphthyridin-3-yl)amino)phenyl)-2,2,2-trifluoroethyl)(methyl)carbamoyl)pyrrolidine-1-carboxylate C1(CC1)C1=C(C=NC2=CC=CN=C12)NC1=CC=C(C=C1)[C@@H](C(F)(F)F)N(C(=O)C1CN(CC1)C(=O)OC(C)(C)C)C